C1(CC1)NC1=C2C=CN=CC2=C2C(=C1)C=CC=C2.[Na] Sodium 5-(cyclopropylamino)benzo[h]isoquinoline